(±)-Trans-Cyclopentane C1CCCC1